FC1=CC=C(CN(S(=O)(=O)C2=CC=C(C=C2)NC(=O)NCC2=CC=NC=C2)CC2=C(C=CC=C2)OC(F)(F)F)C=C1 N-(4-fluorobenzyl)-4-(3-(pyridin-4-ylmethyl)ureido)-N-(2-(trifluoromethoxy)benzyl)benzenesulfonamide